(R)-(1-(7-methyl-1H-indol-3-yl)-3-phenylpropane-2-yl)carbamic acid tert-butyl ester C(C)(C)(C)OC(N[C@@H](CC1=CNC2=C(C=CC=C12)C)CC1=CC=CC=C1)=O